C(CCCC)OCC(OCC(OCC(C)OC)C)C tripropyleneglycol methyl n-pentyl ether